N1=CN=C(C2=C1C=C(N=C2)N)N pyrido[4,3-d]pyrimidine-4,7-diamine